ClC1=NC(=CC(=C1)NC1CCN(CC1)CC(=O)N1[C@@H](C[C@@H](C1)F)C#N)N1CCOCC1 (2S,4S)-1-[2-[4-[(2-chloro-6-morpholinyl-4-pyridinyl)amino]-1-piperidinyl]acetyl]-4-fluoro-pyrrolidine-2-carbonitrile